C(C)(C)C(COC(CCCCCCCN(CCCCCCCC(=O)OC(CCCCCCCC)CCCCCCCC)CCCNC1=C(C(C1=O)=O)NC)=O)CCCCCCC heptadecan-9-yl 8-({8-[(2-isopropylnonyl)oxy]-8-oxooctyl}(3-{[2-(methylamino)-3,4-dioxocyclobut-1-en-1-yl]amino}propyl)amino)octanoate